2-(phenyldiazanyl)terephthalic acid C1(=CC=CC=C1)NNC1=C(C(=O)O)C=CC(=C1)C(=O)O